N-(2-((tert-butyldimethyl-silyl)oxy)ethyl)acrylamide C(C)(C)(C)[Si](OCCNC(C=C)=O)(C)C